2-((2-(2,6-dioxopiperidine-3-yl)-1-oxoisoindoline-4-yl)thio)acetic acid O=C1NC(CCC1N1C(C2=CC=CC(=C2C1)SCC(=O)O)=O)=O